FC1(C(C(NCC1)C)CNS(=O)(=O)C)F N-((4,4-difluoro-2-methylpiperidin-3-yl)methyl)methanesulfonamide